ethyl 2-(2-((5-(2-(aminomethyl)-3-fluoropyridin-4-yl)-1-isopropyl-1H-indazol-3-yl)methoxy)phenyl)acetate NCC1=NC=CC(=C1F)C=1C=C2C(=NN(C2=CC1)C(C)C)COC1=C(C=CC=C1)CC(=O)OCC